5-(7-{[rac-(1R,2R)-2-ethylcyclopropyl]methoxy}-1-fluoro-3-hydroxynaphthalen-2-yl)-1λ6,2,5-thiadiazolidine-1,1,3-trione C(C)[C@H]1[C@@H](C1)COC1=CC=C2C=C(C(=C(C2=C1)F)N1CC(NS1(=O)=O)=O)O |r|